NC=1C(=CC(=C(C1)NC1=NC=C(C(=N1)N1CC(C2=NC(=CC=C21)C)(C)C)C(=O)OC(C)C)OCC)N(C)CCN(C)C isopropyl 2-((5-amino-4-((2-(dimethylamino)ethyl)(methyl)amino)-2-ethoxyphenyl)amino)-4-(3,3,5-trimethyl-2,3-dihydro-1H-pyrrolo[3,2-b]pyridin-1-yl)pyrimidine-5-carboxylate